C(C1=CC=CC=C1)OC(=O)NC(CC(=O)O)C1=CC=CC=C1 3-(benzyloxycarbonylamino)-3-phenyl-propanoic acid